CN(C1=CC=C(C=C1)C(CCCCC)([Li])C1=CC(=CC=C1)C(CCCCC)(C1=CC=C(C=C1)N(C)C)[Li])C 1,3-bis(1-(4-(dimethylamino)phenyl)1-lithiohexyl)benzene